C(C)(=O)[O-].C(CCCCCCCCCCC)N1C=[N+](C=C1)C 1-Dodecyl-3-methylimidazolium acetate